bis-(4-tert-butylbenzoyl)-resorcinol C(C)(C)(C)C1=CC=C(C(=O)C2=CC(=C(C=C2O)O)C(C2=CC=C(C=C2)C(C)(C)C)=O)C=C1